C1(CCCCC1)P(C1=C(C=CC=C1)C1=C(C=C(C=C1C(C)C)C(C)C)C(C)C)C1CCCCC1 dicyclohexyl-[2',4',6'-tris(propan-2-yl)[1,1'-biphenyl]-2-yl]phosphine